C(\C=C\C=C\C=C)(=O)OCC1=CC=CC=C1 benzyl (2E,4E)-2,4,6-heptatrienoate